3-((7-(2-oxa-6-azaspiro[3.3]hept-6-yl)-5-oxa-2-azaspiro[3.4]oct-2-yl)sulfonyl)-5-fluorobenzonitrile C1OCC12CN(C2)C2COC1(CN(C1)S(=O)(=O)C=1C=C(C#N)C=C(C1)F)C2